[[2-(methoxymethyl)-6-(trifluoromethyl)imidazo[2,1-b][1,3,4]thiadiazol-5-yl]methyl]-3-[(1R*,2R*)-2-(trifluoromethyl)cyclopropyl]-2H-pyrrol-5-one COCC1=NN2C(S1)=NC(=C2CC2NC(C=C2[C@H]2[C@@H](C2)C(F)(F)F)=O)C(F)(F)F |o1:17,18|